CCC=C=CCCCCC Dec-3-en-4-ene